The molecule is an organic sodium salt that is the disodium salt of glycerol 2-phosphate. It contains a glycerol 2-phosphate(2-). C(C(CO)OP(=O)([O-])[O-])O.[Na+].[Na+]